[Ga]=[Te] Gallium tellurid